((3ar,6ar)-6-(2,4-dioxo-3,4-dihydropyrimidin-1(2H)yl)-2,2-dimethyltetrahydrofurano[3,4-d][1,3]dioxolan-4-yl) methyl (2-(octadecyl) ethyl) phosphate P(=O)(OC1OC([C@@H]2OC(O[C@H]21)(C)C)N2C(NC(C=C2)=O)=O)(OC)OCCCCCCCCCCCCCCCCCCCC